COC1=CC=C(C=C1)COC[C@@H](CCO)O (3R)-4-[(4-methoxyphenyl)methoxy]butane-1,3-diol